CN1C(NNC1=O)=O 4-methyl-1,2,4-triazolidine-3,5-dione